6-chloro-N-[5-(2,2-difluoroethoxy)-4,6-dimethoxy-pyrimidin-2-yl]-7-(1-methylimidazol-4-yl)-1H-indole-3-sulfonamide ClC1=CC=C2C(=CNC2=C1C=1N=CN(C1)C)S(=O)(=O)NC1=NC(=C(C(=N1)OC)OCC(F)F)OC